4-bromo-5,6-dimethyl-1H-benzo[d]imidazole BrC1=C(C(=CC=2NC=NC21)C)C